[N+](=O)([O-])C=1C=C(C=C(C1Cl)[N+](=O)[O-])C(F)(F)F 3,5-dinitro-4-chloro-benzotrifluoride